n-Heptanoat C(CCCCCC)(=O)[O-]